N-(9-fluorenylmethyloxycarbonyl)-L-phenylalanine C1=CC=CC=2C3=CC=CC=C3C(C12)COC(=O)N[C@@H](CC1=CC=CC=C1)C(=O)O